3-fluoro-4-(4-(3-(7-fluoro-5-methyl-1-oxo-1,2-dihydroisoquinolin-3-yl)propionyl)piperazin-1-yl)benzonitrile FC=1C=C(C#N)C=CC1N1CCN(CC1)C(CCC=1NC(C2=CC(=CC(=C2C1)C)F)=O)=O